2-{3-[(2R)-azetidin-2-ylmethoxy]pyridin-4-yl}-3-[(3-chloro-2-ethylphenyl)amino]-1H,5H,6H,7H-pyrrolo[3,2-c]pyridin-4-one N1[C@H](CC1)COC=1C=NC=CC1C1=C(C=2C(NCCC2N1)=O)NC1=C(C(=CC=C1)Cl)CC